5-Chloro-1-(3'-hydroxy-[1,1'-biphenyl]-4-yl)-1H-indazol-6-ol ClC=1C=C2C=NN(C2=CC1O)C1=CC=C(C=C1)C1=CC(=CC=C1)O